N1C=NC(=C1)[C@@H](C)C=1C=C(C=C2CCC(C12)=O)F (S)-7-(1-(1H-imidazol-4-yl)ethyl)-5-fluoro-2,3-dihydro-1H-inden-1-one